COC(=O)C1=CC=2C(=NC(=CC2)Br)S1 6-bromothieno[2,3-b]pyridine-2-carboxylic acid methyl ester